fructose, bromide salt [Br-].OCC(=O)[C@@H](O)[C@H](O)[C@H](O)CO